2-(4-Chloro-5-(difluoromethyl)-6-oxopyridazin-1(6H)-yl)-N-(3-(N,N-dimethylsulfamoyl)-4-methylphenyl)acetamide ClC=1C=NN(C(C1C(F)F)=O)CC(=O)NC1=CC(=C(C=C1)C)S(N(C)C)(=O)=O